{(5R)-3-[4'-(1,3-Dimethylazetidine-3-sulfonyl)-2-fluoro[1,1'-biphenyl]-4-yl]-4,5-dihydro-1,2-oxazol-5-yl}methanol CN1CC(C1)(S(=O)(=O)C1=CC=C(C=C1)C1=C(C=C(C=C1)C1=NO[C@H](C1)CO)F)C